methyl-bis-octadecyl-[3-(dimethoxysilyl)propyl]ammonium chloride [Cl-].C[N+](CCC[SiH](OC)OC)(CCCCCCCCCCCCCCCCCC)CCCCCCCCCCCCCCCCCC